6-methylpicolinic acid CC1=CC=CC(=N1)C(=O)O